C(C)(=O)O[C@@H]1[C@@H](C=CO[C@@H]1COC(C)=O)N1N=NC(=C1)C=1N=C(SC1)N 4,6-Di-O-acetyl-3-[4-(2-aminothiazol-4-yl)-1H-1,2,3-triazol-1-yl]-3-deoxy-D-galactal